C(C)(C)(C)OC(CC1(CC2=CC=CC=C2C1)C(NCC=1SC2=C(N1)C=CC(=C2)O)=O)=O (2-(((6-hydroxybenzo[d]thiazol-2-yl)methyl)carbamoyl)-2,3-dihydro-1H-inden-2-yl)acetic acid tert-butyl ester